FC(C=1C=C(CN2C=C(C=3C2=NC=CC3)/C=C(/C(=O)OC(C)(C)C)\C#N)C=C(C1)C(F)(F)F)(F)F tert-Butyl (E)-3-(1-(3,5-bis(trifluoromethyl)benzyl)-1H-pyrrolo[2,3-b]pyridin-3-yl)-2-cyanoacrylate